FC(C=1C=C(C=CC1)C1(C(C=CC=C1)C)CC#N)(F)F 2-(3-trifluoromethylphenyl)-2-tolylacetonitrile